ClC=1C(=C(C=CC1)NC1=NC=NC2=CC=C(C(=C12)C1=CC(=CC=C1)OC)NC(\C=C\CN(C)C)=O)F (E)-N-(4-((3-chloro-2-fluorophenyl)amino)-5-(3-methoxyphenyl)quinazolin-6-yl)-4-(dimethylamino)but-2-enamide